C(=O)(O)C1=C(C=CC=C1C(=O)O)C1=C(C(C(=O)O)=C(C=C1OC1=CC=C(C=C1)C=CC(C1=CC=CC=C1)=O)OCCCCCC)C(=O)O 3-(2,3-Dicarboxyphenyl)-6-hexoxy-4-[4-(3-oxo-3-phenylprop-1-enyl)phenoxy]phthalic acid